FC=1C(=NC=CC1)NC(=O)C=1C(=NC(=NC1)SC)C N-(3-fluoropyridin-2-yl)-4-methyl-2-(methylthio)pyrimidine-5-carboxamide